(2R)-N-((S)-(5-chloro-6-(trifluoromethyl)pyridin-2-yl)(4,4-difluorocyclohexyl)-methyl)-2-methyl-3-oxopiperazine-1-carboxamide ClC=1C=CC(=NC1C(F)(F)F)[C@@H](NC(=O)N1[C@@H](C(NCC1)=O)C)C1CCC(CC1)(F)F